(1R,2S,3R,5S)-3-amino-5-(((tert-butyldimethylsilyl)oxy)(3,4-difluorophenyl)methyl)cyclopentane-1,2-diol N[C@H]1[C@@H]([C@@H]([C@H](C1)C(C1=CC(=C(C=C1)F)F)O[Si](C)(C)C(C)(C)C)O)O